3-chloro-6-((1-(5-chloropyridin-2-yl)-4-methyl-1H-1,2,3-triazol-5-yl)methoxy)pyridazine ClC=1N=NC(=CC1)OCC1=C(N=NN1C1=NC=C(C=C1)Cl)C